[N+](=O)([O-])C=1C=C(C=CC1)NC1=NC(=NC=N1)N N'-(3-nitrophenyl)-1,3,5-triazine-2,4-diamine